C(C)(C)(C)OC(=O)N1C(CNCC1)C 2-methylpiperazine-1-carboxylic acid (R)-tert-butyl ester